(+/-)-9-(2-fluorophenyl)-1,4-dioxa-8-azaspiro[4.6]undecane FC1=C(C=CC=C1)[C@@H]1NCCC2(OCCO2)CC1 |r|